C1(CCCCC1)COC1=NC=CC(=C1)C1(CCOCC1)C(=O)N[C@@H](C)C1=CC=C(C(=O)O)C=C1 4-[(1S)-1-[[4-[2-(Cyclohexylmethoxy)-4-pyridyl]tetrahydropyran-4-carbonyl]amino]ethyl]benzoic acid